((2R,4S,5S)-4-(ethylamino)-5-hydroxytetrahydro-2H-pyran-2-yl)((S)-1-(4-fluorophenyl)-3,4-dihydroisoquinolin-2(1H)-yl)methanone C(C)N[C@H]1C[C@@H](OC[C@H]1O)C(=O)N1[C@H](C2=CC=CC=C2CC1)C1=CC=C(C=C1)F